C(C)C=1C(=CC=C2C=C(C=C(C12)C=1C=2C(C=3C(=NC(=NC3C1C)S(=O)(=O)CC)O)=CN(N2)C)OCOC)F 4-[8-ethyl-7-fluoro-3-(methoxymethoxy)-1-naphthyl]-7-ethylsulfonyl-2,5-dimethyl-pyrazolo[4,3-f]quinazolin-9-ol